1-methyldiethoxysilyl-6-(diethylamino)(trimethoxysilylpropylamino)methylsilylhexane C[Si](C(CCCCCN(CC)CC)[SiH2]CNCCC[Si](OC)(OC)OC)(OCC)OCC